1-(3-(6-chloropyridin-2-yl)prop-2-yn-1-yl)-4-(5-(difluoromethyl)-1,3,4-oxadiazol-2-yl)pyridin-2(1H)-one ClC1=CC=CC(=N1)C#CCN1C(C=C(C=C1)C=1OC(=NN1)C(F)F)=O